N1=NC=CC2=CC(=CC=C12)C1=CN=C(N1)[C@H](CCCCCC(CC)=O)NC(=O)[C@H]1CC12CCN(CC2)C (S)-N-((S)-1-(5-(Cinnolin-6-yl)-1H-imidazol-2-yl)-7-oxononyl)-6-methyl-6-azaspiro[2.5]octan-1-carboxamid